(S)-2-((1-methoxypropan-2-yl)oxy)-6-methyl-3-nitropyridine COC[C@H](C)OC1=NC(=CC=C1[N+](=O)[O-])C